AROMADENDRINE O1[C@@H]([C@@H](O)C(=O)C=2C(O)=CC(O)=CC12)C1=CC=C(O)C=C1